5-(benzofuran-5-ylsulfonyl)-N-((tetrahydrofuran-2-yl)methyl)-3,4,5,6-tetrahydropyrrolo[3,4-c]pyrrole-2(1H)-carboxamide O1C=CC2=C1C=CC(=C2)S(=O)(=O)N2CC1=C(C2)CN(C1)C(=O)NCC1OCCC1